2,2,2-trifluoro-1-[9-(4-nitrophenyl)-3,9-diazaspiro[5.5]undecan-3-yl]ethanone FC(C(=O)N1CCC2(CC1)CCN(CC2)C2=CC=C(C=C2)[N+](=O)[O-])(F)F